((piperazine-1,4-diylbis(ethane-2,1-diyl))bis(azanetriyl))tetrakis(butane-4,1-diyl) tetrakis(2-hexyldecanoate) C(CCCCC)C(C(=O)OCCCCN(CCN1CCN(CC1)CCN(CCCCOC(C(CCCCCCCC)CCCCCC)=O)CCCCOC(C(CCCCCCCC)CCCCCC)=O)CCCCOC(C(CCCCCCCC)CCCCCC)=O)CCCCCCCC